tert-Butyl 3-(4-((6-chloro-4-(4-(hydroxymethyl)-4-methylpiperidin-1-yl)pyridin-3-yl)ethynyl)-1H-pyrazol-1-yl)azetidine-1-carboxylate ClC1=CC(=C(C=N1)C#CC=1C=NN(C1)C1CN(C1)C(=O)OC(C)(C)C)N1CCC(CC1)(C)CO